CN1C(CC[C@H](C1)NC=1N=CC2=C(N1)NC=C2C=2C=CC1=C(N(N=N1)C)C2)=O (R)-1-methyl-5-((5-(1-methyl-1H-benzo[d][1,2,3]triazol-6-yl)-7H-pyrrolo[2,3-d]pyrimidin-2-yl)amino)piperidin-2-one